(2S,4R)-4-fluoro-N-[(S)-[6-fluoro-5-(propan-2-yl)pyridin-2-yl](phenyl)methyl]-1-[2-(4-methyl-5-oxo-4,5-dihydro-1,2,4-oxadiazol-3-yl)acetyl]pyrrolidine-2-carboxamide F[C@@H]1C[C@H](N(C1)C(CC1=NOC(N1C)=O)=O)C(=O)N[C@@H](C1=CC=CC=C1)C1=NC(=C(C=C1)C(C)C)F